[Fe](Cl)Cl.ClC1=C(C(=CC(=C1)Cl)C)N=C(C)C1=NC(=CC=C1)C(C)=NC1=C(C=C(C=C1C)Cl)Cl 2,6-bis[1-(2,4-dichloro-6-methylphenylimino)ethyl]pyridine iron (II) dichloride